1-(2-(3-((4-((4-(2-(2,6-dioxopiperidin-3-yl)-1,3-dioxoisoindolin-5-yl)piperazin-1-yl)methyl)piperidin-1-yl)methyl)phenoxy)ethyl)-N-(tetrahydro-2H-pyran-2-yloxy)-1H-indole-6-carboxamide O=C1NC(CCC1N1C(C2=CC=C(C=C2C1=O)N1CCN(CC1)CC1CCN(CC1)CC=1C=C(OCCN2C=CC3=CC=C(C=C23)C(=O)NOC2OCCCC2)C=CC1)=O)=O